6-chloro-5-hydroxy-2-(5-(2-hydroxyethyl)-4H-1,2,4-triazol-3-yl)-3-(1H-imidazol-1-yl)-1-methyl-1H-indole-7-carbonitrile ClC1=C(C=C2C(=C(N(C2=C1C#N)C)C1=NN=C(N1)CCO)N1C=NC=C1)O